ClC=1C=NC(=C(C(=O)NC2CCC(CC2)CN2C(C(C3=CC=CC=C23)(O)C=2SC(=CC2)Cl)=O)C1)C(F)F 5-chloro-N-((1r,4r)-4-((3-(5-chlorothiophen-2-yl)-3-hydroxy-2-oxoindolin-1-yl)methyl)cyclohexyl)-2-(difluoromethyl)nicotinamide